(R)-6-(3-((cyclobutylmethyl)amino)piperidin-1-yl)-3-((4-(6-methoxy-1H-indazol-4-yl)-1H-1,2,3-triazol-1-yl)methyl)pyrimidin-4(3H)-one C1(CCC1)CN[C@H]1CN(CCC1)C1=CC(N(C=N1)CN1N=NC(=C1)C1=C2C=NNC2=CC(=C1)OC)=O